N1=CC(=CC=C1)C1=CC=2C3=C(NC2C=C1)CCN(C3)C(=O)OC(C)(C)C tert-butyl 8-(pyridin-3-yl)-1,3,4,5-tetrahydro-2H-pyrido[4,3-b]indole-2-carboxylate